(5,5-dimethyltetrahydrofuran-2-yl)methanol CC1(CCC(O1)CO)C